(S)-2-(6-(3-bromo-1H-pyrrolo[2,3-b]pyridin-5-yl)isochroman-8-yl)pyrrolidine-1-carboxylic acid tert-butyl ester C(C)(C)(C)OC(=O)N1[C@@H](CCC1)C=1C=C(C=C2CCOCC12)C=1C=C2C(=NC1)NC=C2Br